FC(C1=CC=C(OC2=CC=C3C(CCOC3=C2)NC(C=C)=O)C=C1)(F)F N-[7-{4-(trifluoromethyl)phenoxy}chroman-4-yl]acrylamide